C1(CCCC1)N1C(C(N(CC1)CC=1N=NC(=CC1)N1CCOCC1)=O)=O 1-cyclopentyl-4-((6-morpholinopyridazin-3-yl)methyl)piperazine-2,3-dione